(2S,4S)-4-fluoro-1-[2-[4-(6-isoquinolyloxy)-1-piperidyl]acetyl]pyrrolidine F[C@H]1CCN(C1)C(CN1CCC(CC1)OC=1C=C2C=CN=CC2=CC1)=O